FC(C1(CNCC1)C(=O)O)(F)F 3-(trifluoromethyl)pyrrolidine-3-carboxylic acid